P(=O)(OC[C@H]1C=C[C@H](C[C@@H]1O)N1C(N=C(C=C1)N)=O)(O)O [(1R,4S,6S)-4-(4-amino-2-oxopyrimidin-1(2H)-yl)-6-hydroxycyclohex-2-en-1-yl]methyl dihydrogen phosphate